C(C)(C)(C)OC(=O)N1CCC(CC1)N1CCNC(C1)C1=C(C=C(C(=C1)OC)[N+](=O)[O-])C 4-(5-(5-methoxy-2-methyl-4-nitrophenyl)piperazin-1-yl)piperidine-1-carboxylic acid tert-butyl ester